N1=C(N=CC(=C1)[C@@H]1[C@@H](C1)C=1C=C(C2=C(N(C(=N2)C)C(C)C)C1)F)C1=NC=CC=N1 cis-6-(2-([2,2'-bipyrimidin]-5-yl)cyclopropyl)-4-fluoro-1-isopropyl-2-methyl-1H-benzo[d]imidazole